1-methyldimethoxysilyl-6-trimethoxysilylhexane C[Si](CCCCCC[Si](OC)(OC)OC)(OC)OC